2-(4-((4-ethylpiperazin-1-yl)methyl)-3-(trifluoromethyl)phenyl)-5-nitro-1H-benz[d]imidazole C(C)N1CCN(CC1)CC1=C(C=C(C=C1)C1=NC2=C(N1)C=CC(=C2)[N+](=O)[O-])C(F)(F)F